Cyclobutyl-pyrazolopyrimidine C1(CCC1)C1=NNC=2C=NC=NC21